O1COCC2=C1C=CC(=C2)C(=C2CC1(CN(C1)C(=O)OC(C)(C)C)C2)C2=CC1=C(OCOC1)C=C2 tert-butyl 6-(bis(4H-benzo[d][1,3]dioxin-6-yl)methylene)-2-azaspiro[3.3]heptane-2-carboxylate